OCC1=NC=C(C(=C1)N1C[C@H](C[C@H](C1)C)NC(OC(C)(C)C)=O)[N+](=O)[O-] tert-Butyl ((3S,5R)-1-(2-(hydroxymethyl)-5-nitropyridin-4-yl)-5-methylpiperidin-3-yl)carbamate